(3-(benzyloxy)-3-oxopropyl)(3-bromopropyl)phosphinic acid C(C1=CC=CC=C1)OC(CCP(O)(=O)CCCBr)=O